Tetradecyl phosphate P(=O)(OCCCCCCCCCCCCCC)([O-])[O-]